ClC=1C=C(C=CC1CCOCCNC)C(C(=O)N)=CC=1C=C2CN(C(C2=CC1)=O)C1C(NC(CC1)=O)=O (3-chloro-4-(2-(2-(methylamino)ethoxy)ethyl)phenyl)-3-(2-(2,6-dioxopiperidin-3-yl)-1-oxoisoindolin-5-yl)propenamide